C(C)(C)(C)OC([C@@H](CCCCF)N=C(C1=CC=CC=C1)C1=CC=CC=C1)=O.N1C=C(C2=CC=CC=C12)C1N(CCN(C1)C1=CC(=CC=C1)OC)C(=O)N (1H-indol-3-yl)-4-(3-methoxyphenyl)piperazine-1-carboxamide tert-butyl-(R)-2-(diphenylmethyleneamino)-6-fluorohexanoate